ClC1=C(C=C2C=C(N=CC2=C1)NC(=O)[C@H]1[C@@H](C1)C=1C=NN(C1)C)[C@@H]1C[C@@H](C1)N1CC(C1)F (1R,2R)-N-(7-chloro-6-(cis-3-(3-fluoroazetidin-1-yl)cyclobutyl)isoquinolin-3-yl)-2-(1-methyl-1H-pyrazol-4-yl)cyclopropane-1-carboxamide